4'-((1R,5S)-3,8-Diazabicyclo[3.2.1]octan-3-yl)-2'-(((2R,7aS)-2-fluorotetrahydro-1H-pyrrolizin-7a(5H)-yl)methoxy)-3,4,5',8'-tetrahydro-2H,6'H-spiro[naphthalene-1,7'-quinazolin]-7-ol [C@H]12CN(C[C@H](CC1)N2)C2=NC(=NC=1CC3(CCC21)CCCC2=CC=C(C=C23)O)OC[C@]23CCCN3C[C@@H](C2)F